ClC=1C=C(CNCC(=O)O)C=C(C1)C=1OC(=NN1)C=1C(=C(C=CC1)C1=CC=CC=C1)C (3-Chloro-5-(5-(2-methyl-[1,1'-biphenyl]-3-yl)-1,3,4-oxadiazol-2-yl)benzyl)glycine